4-(10-bromoanthracene-9-yl)-2-methylbutan BrC1=C2C=CC=CC2=C(C2=CC=CC=C12)CCC(C)C